4-methyl-2-(2-methylprop-2-yl)-5-(3-{[(2-methylprop-2-yl)diphenylsilyl]oxy}cyclopentyl)pyrazol-3-amine CC1=C(N(N=C1C1CC(CC1)O[Si](C1=CC=CC=C1)(C1=CC=CC=C1)C(C)(C)C)C(C)(C)C)N